(3-(2-methyl-2H-pyrazolo[3,4-b]pyridin-5-yl)-6-quinoxalinyl)(4-morpholinyl)methanone CN1N=C2N=CC(=CC2=C1)C=1C=NC2=CC=C(C=C2N1)C(=O)N1CCOCC1